7-[8-(1H-imidazol-1-yl)-2-methylimidazo[1,2-b]pyridazin-6-yl]-3-(piperidin-4-yl)cinnolin N1(C=NC=C1)C=1C=2N(N=C(C1)C1=CC=C3C=C(N=NC3=C1)C1CCNCC1)C=C(N2)C